C(CCCCCCC\C=C/CCCCCCCC)(=O)NCCC1=CC(O)=C(O)C=C1 N-Oleoyldopamine